methyl 2-(1-ethoxy vinyl)-5-[3-(trifluoromethyl)phenoxy]pyridine-4-carboxylate C(C)OC(=C)C1=NC=C(C(=C1)C(=O)OC)OC1=CC(=CC=C1)C(F)(F)F